2-(4-{[(1r,3s)-3-hydroxycyclohexyl]amino}pyrido[3,4-d]pyridazin-1-yl)-5-(trifluoromethyl)phenol formate salt C(=O)O.O[C@@H]1C[C@@H](CCC1)NC=1N=NC(=C2C1C=NC=C2)C2=C(C=C(C=C2)C(F)(F)F)O